1,4-diphenylbut-2-ene-1,4-dione C1(=CC=CC=C1)C(C=CC(=O)C1=CC=CC=C1)=O